ClC1=CC=C(C=C1)C=1C=CC=2N(N1)C=C(N2)CC(=O)OCC(C)(C)C neopentyl 2-(6-(4-chlorophenyl)imidazo[1,2-b]pyridazin-2-yl)acetate